acryloxybutyl-methyl-dimethoxysilane C(C=C)(=O)OCCCC[Si](OC)(OC)C